6-azido-N-(4-cyano-2-fluorophenyl)-1H-indole-3-sulfonamide N(=[N+]=[N-])C1=CC=C2C(=CNC2=C1)S(=O)(=O)NC1=C(C=C(C=C1)C#N)F